FC1=CC=C(C=C1)C=1C(=NN2C1N=C(NC2=O)SCC#C)C2CN(CCO2)C 8-(4-fluorophenyl)-7-(4-methylmorpholin-2-yl)-2-(prop-2-yn-1-ylsulfanyl)-3H-pyrazolo[1,5-a][1,3,5]triazin-4-one